ClC=1C=CC(=C(C1)C1=CC(=C(N=N1)C)NC1=CC=NC=C1)F 4-{[6-(5-chloro-2-fluorophenyl)-3-methylpyridazin-4-yl]amino}pyridin